CC=1N=CSC1C1=CC=C(C=C1)CNC1CCCCC1 N-[[4-(4-methylthiazol-5-yl)phenyl]methyl]cyclohexanamine